FC=1C=C(C=C(C1)C)C=1C=NC=C(C1N1CC(C1)CN)C1=NC2=C(N1)C=CC(=C2)OC 1-{1-[3-(3-fluoro-5-methylphenyl)-5-(5-methoxy-1H-1,3-benzodiazol-2-yl)pyridin-4-yl]azetidin-3-yl}methanamine